C(C)(C)(C)OC(=O)N1C(CC1)CC=O 2-oxoethyl-azetidine-1-carboxylic acid tert-butyl ester